2-(benzyl(2-hydroxyethyl)amino)-1-(2-methylpyridin-4-yl)ethan-1-one C(C1=CC=CC=C1)N(CC(=O)C1=CC(=NC=C1)C)CCO